C(C)(C)(C)OC(=O)NC1=C(C(=O)O)C=C(C(=C1)O)OC 2-((tert-Butoxycarbonyl)amino)-4-hydroxy-5-methoxybenzoic acid